5-chloro-2-(propan-2-yloxy)benzene ClC=1C=CC(=CC1)OC(C)C